C1(CC1)C=1C=C(C(=NC1)C=1N=C2N(N=CC(=C2)C(F)(F)F)C1)CCN=[SH2]=O [5-Cyclopropyl-2-[7-(trifluoromethyl)imidazo[1,2-b]pyridazin-2-yl]-3-pyridyl]ethyliminooxo-λ6-sulfan